S1C=NC2=C1C=CC(=C2)NC2=CC=NC1=CC=C(C=C21)S(=O)(=O)C(C)C Benzothiazol-5-yl-[6-(propane-2-sulfonyl)-quinolin-4-yl]-amine